7-chloro-1-isopropyl-4-(1-methyl-1H-pyrazol-4-yl)-2,6-naphthyridine ClC1=NC=C2C(=CN=C(C2=C1)C(C)C)C=1C=NN(C1)C